2-methyl-5-bromo-1,3-benzothiazole CC=1SC2=C(N1)C=C(C=C2)Br